N1C(=NCC1)C1=C(C=C(C(=O)OC)C=C1)[N+](=O)[O-] Methyl 4-(4,5-dihydro-1H-imidazol-2-yl)-3-nitrobenzoate